tert-butyl 3-((6-bromochroman-8-yl) methyl)-3,8-diazabicyclo[3.2.1]octane-8-carboxylate BrC=1C=C2CCCOC2=C(C1)CN1CC2CCC(C1)N2C(=O)OC(C)(C)C